N-(2-(3-chloro-5-trifluoromethylpyridin-2-yl)ethyl)-5-chloro-6-difluoromethylpyrimidin-4-amine ClC=1C(=NC=C(C1)C(F)(F)F)CCNC1=NC=NC(=C1Cl)C(F)F